2,4-bis(benzyloxy)-6-pentylbenzoate C(C1=CC=CC=C1)OC1=C(C(=O)[O-])C(=CC(=C1)OCC1=CC=CC=C1)CCCCC